CS(=O)(=O)N1C=CC2=CC=C(C=C12)C(=O)OC methyl 1-(methylsulfonyl)-1H-indole-6-carboxylate